1-(6-(((1-methylpiperidin-4-yl)methyl)amino)-7-(4-(trifluoromethyl)phenyl)-3,4-dihydroisoquinoline-2(1H)-yl)prop-2-en-1-one CN1CCC(CC1)CNC=1C=C2CCN(CC2=CC1C1=CC=C(C=C1)C(F)(F)F)C(C=C)=O